5-(5-methyl-7-oxo-5,6,7,8-tetrahydropteridin-4-yl)thiophene-3-carboxamide CN1C=2C(=NC=NC2NC(C1)=O)C1=CC(=CS1)C(=O)N